(3S,5S)-5-(hydroxymethyl)-1-[(2'-methyl-1,1'-biphenyl-4-yl)carbonyl]-3-methoxyamino-pyrrolidine OC[C@@H]1C[C@@H](CN1C(=O)C1=CC=C(C=C1)C1=C(C=CC=C1)C)NOC